di(2-ethylhexoylperoxy)hexane C(C)C(C(=O)OOC(CCCCC)OOC(C(CCCC)CC)=O)CCCC